2-Chloro-4-(3-methoxy-2-naphthyl)pyrimidine ClC1=NC=CC(=N1)C1=CC2=CC=CC=C2C=C1OC